FC(C1=C(C=CC2=C1S(C(C2O)(F)F)=O)OC2=CC(=CC(=C2)F)F)F 7-(difluoromethyl)-6-(3,5-difluorophenoxy)-2,2-difluoro-3-hydroxy-2,3-dihydrobenzo[b]thiophene 1-oxide